3-[(1S,3R)-3-[[4-(oxetan-3-yloxy)-5-(trifluoromethyl)pyrimidin-2-yl]amino]cyclohexyl]-5,6,7,8-tetrahydro-[1,2,4]triazolo[4,3-a]pyridine-7-carboxylic acid O1CC(C1)OC1=NC(=NC=C1C(F)(F)F)N[C@H]1C[C@H](CCC1)C1=NN=C2N1CCC(C2)C(=O)O